(2S,5R)-2-(2-(4-bromophenyl)-5-(4-fluorophenyl)-2H-1,2,3-triazol-4-yl)-5-methyl-3-(2-(2-oxoindol-6-yl)ethyl)oxazolidin-4-one BrC1=CC=C(C=C1)N1N=C(C(=N1)[C@@H]1O[C@@H](C(N1CCC=1C=CC2=CC(N=C2C1)=O)=O)C)C1=CC=C(C=C1)F